FC(CC1=CC=CC2=C1N(C(O2)=O)C(C2=CC=CC=C2)(C2=CC=CC=C2)C2=CC=CC=C2)(F)F 2,2,2-trifluoroethyl-3-triphenylmethylbenzo[d]oxazol-2(3H)-one